2,3-bis(benzyloxy)-N-(2-hydrazinoethyl)aniline C(C1=CC=CC=C1)OC1=C(NCCNN)C=CC=C1OCC1=CC=CC=C1